(Z)-6-hydroxy-2-((E)-3-phenylallyl)benzofuran-3(2H)-one OC1=CC2=C(C(C(O2)C\C=C\C2=CC=CC=C2)=O)C=C1